tert-butyl (E)-4-(4-methoxyphenyl)-4-oxobut-2-enoylpiperazine-1-carboxylate COC1=CC=C(C=C1)C(/C=C/C(=O)C1N(CCNC1)C(=O)OC(C)(C)C)=O